IC1=CC2=C(N=CS2)C=C1 6-Iodobenzothiazole